N1CCC(CC1)C1=CC=CC(=N1)OCC1=CC=C(C#N)C=C1 4-(((6-(piperidin-4-yl)pyridin-2-yl)oxy)methyl)benzonitrile